S(OCCCCC)(OCCCCCCCCCCCCCC)=O Sulfurous acid, pentyl tetradecyl ester